P([O-])OP[O-].[Na+].[Na+] sodium diphosphonite